C(=O)C=1C=2N(C=C(C1)C(=O)OC)C=C(N2)C methyl 8-formyl-2-methylimidazo[1,2-a]pyridine-6-carboxylate